C(=CC=CCCCCCCCCCCCCCCCCCC)C1C(=O)OC(C1)=O 2-(1-docosadienyl)succinic anhydride